methylpentenyl alcohol CC(=CCCC)O